4-bromo-3-pyridazin-4-yl-1H-pyrazole-5-carboxylic acid BrC=1C(=NNC1C(=O)O)C1=CN=NC=C1